2,3,5-trimethyl-6-(piperazin-1-ylmethyl)pyrazine CC1=NC(=C(N=C1C)C)CN1CCNCC1